6-(3-Isopropoxy-phenyl)-naphthalen-2-carboxylic acid methyl ester COC(=O)C1=CC2=CC=C(C=C2C=C1)C1=CC(=CC=C1)OC(C)C